2-(7-Amino-2-cyclopropyl-2-phenyl-naphtho[2,3-d][1,3]dioxolan-6-yl)propan NC=1C(=CC2=CC3=C(OC(O3)(C3=CC=CC=C3)C3CC3)C=C2C1)C(C)C